ClC=1C(=NC=C(C1N1C(C2=CC(=C(C=C2C(=C1)C(C)C)N1N=C(N(C1=O)CC)CO)F)=O)C)OC 2-(3-Chloro-2-methoxy-5-methylpyridin-4-yl)-6-(4-ethyl-3-(hydroxymethyl)-5-oxo-4,5-dihydro-1H-1,2,4-triazol-1-yl)-7-fluoro-4-isopropylisoquinolin-1(2H)-one